1-acetyl-4-(4-(difluoromethoxy)-3-ethoxyphenyl)pyrrolidine-2-carboxylic acid methyl ester hydrochloride Cl.COC(=O)C1N(CC(C1)C1=CC(=C(C=C1)OC(F)F)OCC)C(C)=O